1-methyl-2-[4-((S)-tetrahydrofuran-3-yloxy)-benzyl]-4-(β-D-glucopyranos-1-yl)-benzene CC1=C(C=C(C=C1)[C@]1(O)[C@H](O)[C@@H](O)[C@H](O)[C@H](O1)CO)CC1=CC=C(C=C1)O[C@@H]1COCC1